[Br-].CP(C1=CC=CC=C1)(C1=CC=CC=C1)C1=CC=CC=C1 methyl-(triphenyl)phosphine bromide